C(C)(=O)N1CC2=C(CC1)N(N=C2N2CCCC1=CC(=C(C=C21)C(F)F)C2=NN(C=C2)C)C2CCN(CC2)C(=O)OC(C)(C)C tert-butyl 4-[5-acetyl-3-[7-(difluoromethyl)-6-(1-methylpyrazol-3-yl)-3,4-dihydro-2H-quinolin-1-yl]-6,7-dihydro-4H-pyrazolo[4,3-c]pyridin-1-yl]piperidine-1-carboxylate